3-(2-aminoethyl)-6-bromo-1H-indol-4-ol NCCC1=CNC=2C=C(C=C(C12)O)Br